tri(sec-butyl acetoacetate) iron [Fe+3].C(C)(CC)CC(CC(=O)[O-])=O.C(C)(CC)CC(CC(=O)[O-])=O.C(C)(CC)CC(CC(=O)[O-])=O